7-(hydroxymethyl)-5-(1-methyl-3-(trifluoromethyl)-1H-pyrazol-4-yl)isochroman-1-one OCC1=CC(=C2CCOC(C2=C1)=O)C=1C(=NN(C1)C)C(F)(F)F